7-(2,8-dimethylimidazo[1,2-b]pyridazin-6-yl)-5-fluoro-3-(4-piperidinyl)isoquinoline hydrochloride salt Cl.CC=1N=C2N(N=C(C=C2C)C2=CC(=C3C=C(N=CC3=C2)C2CCNCC2)F)C1